C(#C)C1=CC=C(OC2=C(N=NN2)C(=O)O)C=C1 5-(4-ethynylphenoxy)-1H-1,2,3-triazole-4-carboxylic acid